CC1=C(C=CC(=C1)OC(C)=O)OC(C)=O methyl-2,5-diacetoxybenzene